6-bromo-2-(3-carboxypropanoyl)benzo[b]thiophen BrC=1C=CC2=C(SC(=C2)C(CCC(=O)O)=O)C1